C(#N)C=1C=C2C3=C(NC2=CC1)N=CC(=C3)C(=O)OC methyl 6-cyano-9H-pyrido[2,3-b]indole-3-carboxylate